COC1=CC=C(C=C1)S(=O)(=O)NC12CC3(CC(CC(C1)C3)(C2)C)C 4-Methoxy-N-(3,5-dimethyltricyclo[3.3.1.13,7]dec-1-yl)benzenesulfonamide